2-(2-amino-6-((4-fluorophenyl)amino)-9H-purin-9-yl)-N-(3-methoxy-1,5-dimethyl-1H-pyrazol-4-yl)acetamide NC1=NC(=C2N=CN(C2=N1)CC(=O)NC=1C(=NN(C1C)C)OC)NC1=CC=C(C=C1)F